C(C)C(C#CO)CCCCC ethyl-octynol